terephthalic acid sodium salt [Na+].C(C1=CC=C(C(=O)[O-])C=C1)(=O)[O-].[Na+]